N-[4-fluoro-5-[2-(4-methylpiperazine-1-carbonyl)-1,3-thiazol-4-yl]-2-[(3R,5S)-3,4,5-trimethylpiperazin-1-yl]phenyl]-1-methyl-6-oxo-4-(trifluoromethyl)pyridine-3-carboxamide FC1=CC(=C(C=C1C=1N=C(SC1)C(=O)N1CCN(CC1)C)NC(=O)C1=CN(C(C=C1C(F)(F)F)=O)C)N1C[C@H](N([C@H](C1)C)C)C